2-chloro-9-isopropyl-N-[(2-pyrazol-1-ylphenyl)methyl]purin-6-amine ClC1=NC(=C2N=CN(C2=N1)C(C)C)NCC1=C(C=CC=C1)N1N=CC=C1